NC=1C2=C(N=CN1)NC(=C2C2=CC=C(C=C2)OC2=NC=CC(=N2)C)C=2C(=CC(=NC2)Cl)CCCO 3-[5-(4-amino-5-{4-[(4-methylpyrimidin-2-yl)oxy]phenyl}-7H-pyrrolo[2,3-d]pyrimidin-6-yl)-2-chloropyridin-4-yl]propan-1-ol